O(C(C)C)[Si](C=C)(OC(C)C)OC(C)C triisopropoxyl-(vinyl)silane